3-[(4-Phenylsulfanylphenoxypropylsulfanyl)methyl]-1H-1,2,4-triazol-5(4H)-one C1(=CC=CC=C1)SC1=CC=C(OCCCSCC2=NNC(N2)=O)C=C1